C(CCC)N1C=[NH+]C(=C1)C 1-butyl-4-methyl-imidazolium